3-(5-(aminomethyl)-1-carbonylisoindolin-2-yl)piperidine-2,6-dione hydrochloride Cl.NCC=1C=C2CN(C(C2=CC1)=C=O)C1C(NC(CC1)=O)=O